6-(5-cyano-1H-pyrazolo[3,4-b]pyridin-1-yl)-N-((R)-2-fluoro-3-hydroxy-3-methylbutyl)-4-(((R)-2-fluoropropyl)amino)nicotinamide C(#N)C=1C=C2C(=NC1)N(N=C2)C2=NC=C(C(=O)NC[C@H](C(C)(C)O)F)C(=C2)NC[C@@H](C)F